C1(=CC=CC=C1)C1=CC=C(C=C1)C1=NC(=NC(=N1)C1=CC=C(C=C1)C1=CC=CC=C1)C1=C(C=C(C=C1)OCC(CCCC)CC)O 2-[4,6-bis(4-phenylphenyl)-1,3,5-triazin-2-yl]-5-(2-ethylhexyloxy)phenol